CN1C[C@H]2[C@@H](CC1)CCN2C=2OC=1C(=NC(=CC1)C1=C(C=C(C=C1C)C(F)(F)F)O)N2 2-[2-[(3aS,7aR)-6-Methyl-3,3a,4,5,7,7a-hexahydro-2H-pyrrolo[2,3-c]pyridin-1-yl]oxazolo[4,5-b]pyridin-5-yl]-3-methyl-5-(trifluoromethyl)phenol